2-Chloro-5-fluoro-3-[(2-oxooxazolidin-5-yl)methoxy]benzoic acid ClC1=C(C(=O)O)C=C(C=C1OCC1CNC(O1)=O)F